C(#N)C1=NC(=NC(=C1)NC1=CC2=C(OCO2)C=C1)N1N=CC(=C1N)C(=O)O 1-[4-cyano-6-(benzo[d][1,3]dioxol-5-ylamino)pyrimidin-2-yl]-5-amino-1H-pyrazole-4-carboxylic acid